2-(2-(tert-butoxy)ethoxy)-8-((4-(difluoromethoxy)-2-fluorophenyl)amino)-5-iodo-7-methyl-3,4-dihydro-2,7-naphthyridine-1,6(2H,7H)-dione C(C)(C)(C)OCCON1C(C2=C(N(C(C(=C2CC1)I)=O)C)NC1=C(C=C(C=C1)OC(F)F)F)=O